((1R,5S)-3,8-diazabicyclo[3.2.1]octan-3-yl)-2-((3-(chloromethyl)tetrahydro-1H-pyrrolizin-7a(5H)-yl)methoxy)-7-(8-chloronaphthalen-1-yl)-8-fluoropyrido[4,3-d]pyrimidine [C@H]12CN(C[C@H](CC1)N2)C=2C1=C(N=C(N2)OCC23CCCN3C(CC2)CCl)C(=C(N=C1)C1=CC=CC2=CC=CC(=C12)Cl)F